(2R,7aS)-2-fluoro-7a-[({7-[7-fluoro-3-(methoxymethoxy)-8-[2-(triisopropylsilyl)ethynyl]naphthalen-1-yl]-5-(pyrrolidin-1-yl)pyrido[4,3-d]pyrimidin-2-yl}oxy)methyl]-hexahydropyrrolizine F[C@@H]1C[C@@]2(CCCN2C1)COC=1N=CC2=C(N1)C=C(N=C2N2CCCC2)C2=CC(=CC1=CC=C(C(=C21)C#C[Si](C(C)C)(C(C)C)C(C)C)F)OCOC